CC[C@]1(C[C@@H](C2=C([C@H]1C(=O)O)C(=C3C(=C2O)C(=O)C4=C(C3=O)C=CC=C4O)O)O[C@H]5C[C@@H]([C@@H]([C@@H](O5)C)O)N)O The molecule is an anthracycline antibiotic that is 13-deoxycarminomycin substituted at position 10 by a carboxy group. It is an aminoglycoside, an anthracycline antibiotic, a deoxy hexoside, a monosaccharide derivative, a hydroxy monocarboxylic acid and a member of p-quinones. It derives from a carminomycin. It is a tautomer of a 10-carboxy-13-deoxycarminomycin zwitterion.